(4-bromo-3-((5-((tert-butyl(dimethyl)silyl)oxymethyl)-2-methoxy-phenoxy)methyl)phenyl)methanol BrC1=C(C=C(C=C1)CO)COC1=C(C=CC(=C1)CO[Si](C)(C)C(C)(C)C)OC